N4-methyl-N2-(1-methyl-1H-indazol-5-yl)-5-(trifluoromethyl)pyrimidine-2,4-diamine CNC1=NC(=NC=C1C(F)(F)F)NC=1C=C2C=NN(C2=CC1)C